methyl 3-((2-(tert-butoxy)-2-oxoethyl)amino)benzoate C(C)(C)(C)OC(CNC=1C=C(C(=O)OC)C=CC1)=O